(S)-6-((4-(3-Aminopiperidin-1-yl)-5-(1-(2,2,2-trifluoroethyl)-1H-pyrazol-4-yl)pyridin-2-yl)amino)-1-ethyl-1H-pyrazolo[3,4-b]pyridine-3-carbonitrile N[C@@H]1CN(CCC1)C1=CC(=NC=C1C=1C=NN(C1)CC(F)(F)F)NC1=CC=C2C(=N1)N(N=C2C#N)CC